(S)-N-((2-(6-(3-ethyl-4-(2-hydroxyethyl)-5-oxo-1,4-diazepan-1-yl)pyridin-2-yl)-1,6-naphthyridin-7-yl)methyl)-5-(methylsulfonyl)nicotinamide C(C)[C@H]1CN(CCC(N1CCO)=O)C1=CC=CC(=N1)C1=NC2=CC(=NC=C2C=C1)CNC(C1=CN=CC(=C1)S(=O)(=O)C)=O